(2R,3R,4S)-2-(6-((3-bromobenzyl)amino)-2-(prop-1-yn-1-yl)-9H-purin-9-yl)tetrahydrothiophene-3,4-diol (2E)-2,3-dibromo-4-[(propionyl)oxy]but-2-en-1-yl-butanoate Br\C(\CC(C(=O)O)CC)=C(/COC(CC)=O)\Br.BrC=1C=C(CNC2=C3N=CN(C3=NC(=N2)C#CC)[C@@H]2SC[C@H]([C@H]2O)O)C=CC1